ClC=1C=C(C=CC1)C=1N(C2=CC=CC=C2C1)S(=O)(=O)C1=CC=C(C=C1)C 2-(3-chlorophenyl)-1-[(4-methylphenyl)sulfonyl]-1H-indole